2-cyclopropylpropan-2-amine hydrochloride Cl.C1(CC1)C(C)(C)N